[Na].NNCC(=O)O azanyl-glycine sodium